1-(4-((1H-indol-6-yl)methyl)piperazin-1-yl)-3-(3,5-dimethyl-1-(3-methyl-[1,2,4]triazolo[4,3-b]pyridazin-6-yl)-1H-pyrazol-4-yl)propan-1-one N1C=CC2=CC=C(C=C12)CN1CCN(CC1)C(CCC=1C(=NN(C1C)C=1C=CC=2N(N1)C(=NN2)C)C)=O